(S)-(4-(3-(3-chloropyridin-2-yloxy)pyrrolidin-1-yl)-3-(hydroxymethyl)phenyl)(4-fluorophenyl)methanone ClC=1C(=NC=CC1)O[C@@H]1CN(CC1)C1=C(C=C(C=C1)C(=O)C1=CC=C(C=C1)F)CO